COC([C@H](NC(C1=CC=CC=C1)=O)CC1=CC=CC=C1)=O benzoyl-D-phenylalanine-methyl ester